(1r,2'S,4S)-4-amino-2'-[(2R)-3-hydroxy-2-methylpropyl]-2',3'-dihydrospiro[cyclohexane-1,1'-indene]-4-carboxylic acid NC1(CCC2([C@H](CC3=CC=CC=C23)C[C@H](CO)C)CC1)C(=O)O